γ-ethyl-γ-butyl-δ-valerolactone C(C)C1(CCC(=O)OC1)CCCC